5-amino-N-(1-(2,6-difluoro-4-(trifluoromethyl)phenyl)ethyl)-N-methyl-1-((2-(trimethylsilyl)ethoxy)methyl)-6,8-dihydro-1H-furo[3,4-d]pyrrolo[3,2-b]pyridine-2-carboxamide NC1=C2C(=C3C(=N1)C=C(N3COCC[Si](C)(C)C)C(=O)N(C)C(C)C3=C(C=C(C=C3F)C(F)(F)F)F)COC2